CC=1C(=C2C=NNC2=CC1)C=1C=2N(C=C(C1C#N)N1CC3(CN(C3)C(C=C)=O)CC1)C=C(N2)C2=CC=CC=C2 8-(5-methyl-1H-indazol-4-yl)-2-phenyl-6-(2-(2-propenoyl)-2,6-diazaspiro[3.4]octan-6-yl)imidazo[1,2-a]pyridine-7-carbonitrile